CC1=NOC(=C1C=1C=C(C2=C(N(C=N2)CC2=CC=C(C=C2)F)C1)NC)C 6-(3,5-dimethylisoxazol-4-yl)-1-(4-fluorobenzyl)-N-methyl-1H-benzo[d]imidazol-4-amine